1-{4-[1-isopropyl-4-(trifluoromethyl)imidazol-2-yl]phenyl}methylamine C(C)(C)N1C(=NC(=C1)C(F)(F)F)C1=CC=C(C=C1)CN